N-(4-aminobutyl)-4-(2,4-dioxotetrahydropyrimidin-1(2H)-yl)benzamide hydrochloride Cl.NCCCCNC(C1=CC=C(C=C1)N1C(NC(CC1)=O)=O)=O